C(C)(C)(C)OC[SiH3] tertiary butoxymethylsilane